4-(4-(tert-butoxycarbonyl)-6,6-difluorohexahydro-1H-pyrrolo[3,2-c]isoxazol-1-yl)-2,2-dimethylbutanoic acid C(C)(C)(C)OC(=O)N1CC(C2N(OCC21)CCC(C(=O)O)(C)C)(F)F